C12C3C4C1C4C32 Prisma-An